7a-(((4-((1R,5S)-3,8-diazabicyclo[3.2.1]octan-3-yl)-7-(8-chloronaphthalen-1-yl)8-fluoropyrido[4,3-d]pyrimidin-2-yl)oxy)methyl)hexahydro-1H-pyrrolizin-2-ol bis-hydrochloride Cl.Cl.[C@H]12CN(C[C@H](CC1)N2)C=2C1=C(N=C(N2)OCC23CCCN3CC(C2)O)C(=C(N=C1)C1=CC=CC2=CC=CC(=C12)Cl)F